ClC1=CC=CC=2N1N=C(C2)[C@@H]2N(CCC1=C2N=CN1)C(=O)C=1OC(=NN1)C1=NN(C=C1)C(F)(F)F (R)-(4-(7-chloropyrazolo[1,5-a]pyridin-2-yl)-6,7-dihydro-1H-imidazo[4,5-c]pyridin-5(4H)-yl)(5-(1-(trifluoromethyl)-1H-pyrazol-3-yl)-1,3,4-oxadiazol-2-yl)methanone